(3,4-dichlorobenzyl)(propargyl)amine ClC=1C=C(CNCC#C)C=CC1Cl